C=1N=CN2C1C1=CC=CC=C1C2C2C(C1=CC=C(C=C1CC2)SC)O 2-(5H-imidazo[5,1-a]isoindol-5-yl)-6-(methylthio)-1,2,3,4-tetrahydronaphthalen-1-ol